COC1=CC=C(\C=N\C2=CC=CC=C2)C=C1 (E)-N-(4-methoxybenzylidene)aniline